C[C@H]1N(CCOC1)C1=CC(=NC(=N1)C1=C2C(=NC=C1)NC=C2)C(C)(C)O 2-[6-[(3R)-3-methylmorpholin-4-yl]-2-[1H-pyrrolo[2,3-b]pyridin-4-yl]pyrimidin-4-yl]propan-2-ol